amino(((1R,4R)-4-carboxycyclohexyl)amino)methylammonium chloride [Cl-].N[NH2+]CNC1CCC(CC1)C(=O)O